N-formylvaline C(=O)N[C@@H](C(C)C)C(=O)O